tert-Butyl 8-(difluoromethyl)-6-(2-(dimethylamino)ethoxy)-3,4-dihydroisoquinoline-2(1H)-carboxylate FC(C=1C=C(C=C2CCN(CC12)C(=O)OC(C)(C)C)OCCN(C)C)F